Cl\C=C\Cl TRANS-1,2-DICHLORoETHYLEN